(3S)-2-benzyl-1,1-dioxo-5-propyl-1,2,5-thiadiazolidine-3-carboxylic acid methyl ester COC(=O)[C@H]1N(S(N(C1)CCC)(=O)=O)CC1=CC=CC=C1